(S)-N-{(S)-2-(3-Fluoro-6-methylsulfonylpyridine-2-yl)-1-[2-(6-fluorobenzo[d]isoxazol-3-yl)phenyl]ethyl}-2-methylpropane-2-sulfinamide FC=1C(=NC(=CC1)S(=O)(=O)C)C[C@@H](C1=C(C=CC=C1)C1=NOC2=C1C=CC(=C2)F)N[S@@](=O)C(C)(C)C